(3-chloro-4-fluorophenyl)-6,7-dimethoxyquinazoline-4-amine ClC=1C=C(C=CC1F)C1=NC2=CC(=C(C=C2C(=N1)N)OC)OC